methyl sec-butyl ketone C(C)(CC)C(=O)C